2-methyl-N-methylpyridine ethyl-2-(6-(4-methoxyphenyl)imidazo[1,2-b]pyridazin-2-yl)acetate C(C)OC(CC=1N=C2N(N=C(C=C2)C2=CC=C(C=C2)OC)C1)=O.CC1N(C=CC=C1)C